FC1=CC(=C(C=C1)C=1C(=C(C=NC1C)C(=O)NC1=CC=C(C=C1)OC1=CC=NC2=CC(=CN=C12)C(C)C)O)C 5-(4-fluoro-2-methylphenyl)-4-hydroxy-6-methyl-N-[4-[(7-propan-2-yl-1,5-naphthyridin-4-yl)oxy]phenyl]pyridine-3-carboxamide